FC1=C(C=CC(=C1)F)[C@](CC(=O)NC1(CC1)C1=CC(=C(C=C1)C)OCC(F)(F)F)(C)O (R)-3-(2,4-difluorophenyl)-3-hydroxy-N-(1-(4-methyl-3-(2,2,2-trifluoroethoxy)-phenyl)cyclopropyl)butanamide